1-[1-(1-cyanocyclopropyl)ethyl]-N-ethyl-5-methyl-N-pyridazin-4-yl-pyrazole-4-carboxamide C(#N)C1(CC1)C(C)N1N=CC(=C1C)C(=O)N(C1=CN=NC=C1)CC